NC1=C(C=C(C=N1)NC(C(=O)N1[C@@H](CC[C@H](C1)C)C1=CC(=CC=C1)Br)=O)C N-(6-amino-5-methyl-3-pyridyl)-2-[(2S,5R)-2-(3-bromophenyl)-5-methyl-1-piperidyl]-2-oxo-acetamide